tert-butyl (S)-2-oxo-5-propylpyrrolidine-1-carboxylate O=C1N([C@H](CC1)CCC)C(=O)OC(C)(C)C